O[C@@H]1C[C@H](N(C1)C([C@H](C(C)(C)C)NC(CCOCCNC(OC(C)(C)C)=O)=O)=O)C(N[C@@H](C)C1=CC=C(C=C1)C1=C(N=CS1)C)=O tert-butyl (2-(3-(((S)-1-((2S,4R)-4-hydroxy-2-(((S)-1-(4-(4-methylthiazol-5-yl)phenyl)ethyl)carbamoyl)pyrrolidin-1-yl)-3,3-dimethyl-1-oxobutan-2-yl)amino)-3-oxopropoxy)ethyl)carbamate